FC1=C(C(=C2C=CNC2=C1)S(=O)(=O)C)OC=1C=C(C=CC1)C=1SC=C(N1)C(=O)C1=CC(=CC=C1)I (2-(3-((6-fluoro-4-(methylsulfonyl)-1H-indol-5-yl)oxy)phenyl)thiazol-4-yl)(3-iodophenyl)methanone